1-Azido-2-(2-(2-ethoxyethoxy)ethoxy)ethane N(=[N+]=[N-])CCOCCOCCOCC